N-(5-(3-chloroisoquinolin-6-yl)thiazol-2-yl)-3,3-dimethyltetrahydro-2H-pyran-4-carboxamide ClC=1N=CC2=CC=C(C=C2C1)C1=CN=C(S1)NC(=O)C1C(COCC1)(C)C